ClC1=C(C(=CC(=C1)F)F)NC=1N(C2=NC(=NC=C2N1)N[C@@H]1CCOCCC1)C1CCC(CC1)C(=O)N (1s,4s)-4-(8-(2-chloro-4,6-difluorophenylamino)-2-(oxepan-4-ylamino)-9H-purin-9-yl)cyclohexanecarboxamide